BrC1=CC=C(C=C1)C1=NN2C(C=CC=C2)=N1 2-(4-bromophenyl)-[1,2,4]triazolo[1,5-a]pyridine